C[C@H]1N(CCCC1)C1=C2C(=NC(=C1)C1=CC=NN1C)C(=NN2CC(F)(F)F)C2=CC=NN2C2OCCCC2 (2R,4R)-2-Methyl-1-(5-(1-methyl-1H-pyrazol-5-yl)-3-(1-(tetrahydro-2H-pyran-2-yl)-1H-pyrazol-5-yl)-1-(2,2,2-trifluoroethyl)-1H-pyrazolo[4,3-b]pyridin-7-yl)piperidine